C(C)(C)(C)OC(=O)N=S(=O)(C1COC1)C1=CC(=C(C=C1)NC1=NC=C2C=CN=C(C2=C1)C#CC1=CC=C2C(C(N(C2=C1)C(=O)OC(C)(C)C)=O)(CC)CC)F tert-Butyl 6-((7-((4-(N-(tert-butoxycarbonyl)oxetane-3-sulfonimidoyl)-2-fluorophenyl)amino)-2,6-naphthyridin-1-yl)ethynyl)-3,3-diethyl-2-oxoindoline-1-carboxylate